FC[C@H]1N(C(OC1)=O)C=1N=C2N(CCOC3=C2C=CC(=C3)N[C@H](C(=O)N)C)C1 (S)-2-((2-((s)-4-(Fluoromethyl)-2-oxooxazolidin-3-yl)-5,6-dihydrobenzo[f]imidazo[1,2-d][1,4]oxazepin-9-yl)amino)propanamide